2-((cyclopropylmethyl)sulfonyl)-5-(4-fluorophenyl)oxazole C1(CC1)CS(=O)(=O)C=1OC(=CN1)C1=CC=C(C=C1)F